tert-butyl 4-(1-(6-morpholino-8-(pyridin-4-yl)-9H-purin-2-yl)-1H-pyrazol-3-yl)piperidine-1-carboxylate O1CCN(CC1)C1=C2N=C(NC2=NC(=N1)N1N=C(C=C1)C1CCN(CC1)C(=O)OC(C)(C)C)C1=CC=NC=C1